(tert-butyloxycarbonyl)-L-tyrosine methyl ester COC([C@@H](NC(=O)OC(C)(C)C)CC1=CC=C(C=C1)O)=O